(R)-4-((R)-1,2-dihydroxypropan-2-yl)-N'-((3,3-dimethyl-1,2,3,5,6,7-hexahydrodicyclopenta[b,e]pyridin-8-yl)carbamoyl)thiophene-2-sulfonimidamide OC[C@](C)(O)C=1C=C(SC1)[S@@](=O)(N)=NC(NC1=C2C(=NC3=C1CCC3)C(CC2)(C)C)=O